NC1=NC=2C=CC(=CC2C2=C1C=NN2C)C(=O)N(N2C(CCC2)=O)CC=2N=C1N(C=C(C=C1)C#N)C2 4-Amino-N-[(6-cyanoimidazo[1,2-a]pyridin-2-yl)methyl]-1-methyl-N-(2-oxopyrrolidin-1-yl)pyrazolo[4,3-c]quinoline-8-carboxamide